tert-butyl N-(2-{2-methyl-5-oxo-3-propoxy-5H,6H,7H-pyrrolo[3,4-b]pyridin-6-yl}ethyl)carbamate CC1=C(C=C2C(=N1)CN(C2=O)CCNC(OC(C)(C)C)=O)OCCC